tert-butyl 4-(4-methoxy-3-oxo-pentanethioyl)piperazine-1-carboxylate COC(C(CC(=S)N1CCN(CC1)C(=O)OC(C)(C)C)=O)C